(S)-1-(5-chloro-3-fluoropyridin-2-yl)-4-(4-(difluoromethyl)benzyl)-3-(oxetan-3-yl)piperazine-2,5-dione ClC=1C=C(C(=NC1)N1C([C@@H](N(C(C1)=O)CC1=CC=C(C=C1)C(F)F)C1COC1)=O)F